CC(C)(CC)N1C=C(C=C1)C(=O)N 1-(2-methylbutan-2-yl)-1H-pyrrole-3-carboxamide